FC1(CC1)C1=CC(=NN1)C(=O)N (5-(1-fluorocyclopropyl)-1H-pyrazol-3-yl)carboxamide